4-[(2R)-3-(3,4-dihydro-1H-isoquinolin-2-yl)-2-hydroxy-propyl]-8-[3-(methylamino)prop-1-ynyl]-2,3-dihydro-1,4-benzoxazepin-5-one C1N(CCC2=CC=CC=C12)C[C@H](CN1CCOC2=C(C1=O)C=CC(=C2)C#CCNC)O